6-iodo-5-methyl-5H-pyrrolo[2,3-b]pyrazine IC1=CC=2C(=NC=CN2)N1C